5,5-diethyl-4-methoxyfuran-2(5H)-one C(C)C1(C(=CC(O1)=O)OC)CC